4-(2-((2,4-dimethylphenyl)thio)phenyl)piperazine-1-carboxylic acid phenyl ester C1(=CC=CC=C1)OC(=O)N1CCN(CC1)C1=C(C=CC=C1)SC1=C(C=C(C=C1)C)C